N-(3-(N-(3-bromo-4-ethoxyphenyl)sulfamoyl)phenyl)nicotinamide BrC=1C=C(C=CC1OCC)NS(=O)(=O)C=1C=C(C=CC1)NC(C1=CN=CC=C1)=O